5-(4-(1-azido-3,6,9,12,15,18,21,24,27-nonaoxatriacontan-30-oyl)piperazin-1-yl)-5-oxopentanoate N(=[N+]=[N-])CCOCCOCCOCCOCCOCCOCCOCCOCCOCCC(=O)N1CCN(CC1)C(CCCC(=O)[O-])=O